C1(CC1)COC1=C(C=CC(=N1)C(=O)N[C@H](C(=O)O)CC(C)C)N1CC(C1)OC (S)-2-(6-(cyclopropylmethoxy)-5-(3-methoxyazetidin-1-yl)pyridinamido)-4-methylpentanoic acid